(5S)-aminoproline NN1[C@@H](CCC1)C(=O)O